1-[4-(Methoxymethyl)-6,7-dimethyl-1,3-dihydro-2H-pyrrolo[3,4-c]pyridin-2-yl]-2-[1-(pyridin-3-yl)azetidin-3-yl]ethanon COCC1=NC(=C(C2=C1CN(C2)C(CC2CN(C2)C=2C=NC=CC2)=O)C)C